tert-Butyl N-[2-[2-[2-[[2-(2-chlorophenyl)sulfanylacetyl]-[(4-cyanophenyl)methyl]amino]acetyl]hydrazino]-2-oxo-ethyl]carbamate ClC1=C(C=CC=C1)SCC(=O)N(CC(=O)NNC(CNC(OC(C)(C)C)=O)=O)CC1=CC=C(C=C1)C#N